[N+](=O)([O-])C1=C2C=CC=C(C2=CC=C1)C1=NC(=C2N1CCNC2)C(=O)NC2=CC=C(C=C2)C 3-(5-Nitro-naphthalen-1-yl)-N-(p-tolyl)-5,6,7,8-tetrahydroimidazo[1,5-a]Pyrazine-1-carboxamide